NC1=NC=2C=CC(=CC2C2=C1C=NN2C)C(=O)N(N2CCOCC2)CC2=C(C=C(C=C2)C(F)(F)F)F 4-amino-N-(2-fluoro-4-(trifluoromethyl)benzyl)-1-methyl-N-morpholino-1H-pyrazolo[4,3-c]quinoline-8-carboxamide